CC=1N=COC1C1=CC(=NC(=N1)O)O 6-(4-methyloxazol-5-yl)pyrimidine-2,4-diol